(R)-N-(1-(3-amino-5-(trifluoromethyl)phenyl)ethyl)-2-methoxy-6-(pyrrolidin-1-yl)pyrido[3,4-d]pyrimidin-4-amine NC=1C=C(C=C(C1)C(F)(F)F)[C@@H](C)NC=1C2=C(N=C(N1)OC)C=NC(=C2)N2CCCC2